[Na+].[Cl-].[Mg+2].[Cl-].[Cl-] magnesium chloride, sodium salt